2-((3S,4R)-4-Hydroxy-3-((S)-5H-imidazo[5,1-a]isoindol-5-yl)piperidin-1-yl)acetonitril O[C@H]1[C@@H](CN(CC1)CC#N)[C@@H]1N2C(C3=CC=CC=C13)=CN=C2